4-(5-(((4-Acetoxybenzyl)oxy)amino)-2-carboxy-5-oxopentyl)benzoic acid C(C)(=O)OC1=CC=C(CONC(CCC(CC2=CC=C(C(=O)O)C=C2)C(=O)O)=O)C=C1